(4-bromo-2-fluoro-5-methyl-phenyl)methanol BrC1=CC(=C(C=C1C)CO)F